C(C)(C)(C)C1=C(C=CC(=C1)C)O 2-(tert-butyl)-4-methylphenol